OC1=CC=C(OC1=O)C(=O)OC methyl 5-hydroxy-6-oxopyran-2-carboxylate